O=C1NC(CC[C@@H]1N1C(C2=CC=CC(=C2C1=O)NCC(=O)N1CCC(CC1)CNC1=C2N=CN(C2=NC=N1)C1CC(C1)NC(C1=NC(=CC=C1)C)=O)=O)=O N-((1s,3s)-3-(6-(((1-((2-(2,6-dioxopiperidin-3-yl)-1,3-dioxoisoindolin-4-yl)glycyl)piperidin-4-yl)methyl)amino)-9H-purin-9-yl)cyclobutyl)-6-methylpicolinamide